NC=1N=C(SC1C(C1=CC=C(C=C1)OCC(=O)N)=O)N(C1=CC=C(C=C1)F)C(C(=O)N)C 2-(N-[4-amino-5-[4-(2-amino-2-oxo-ethoxy)benzoyl]thiazol-2-yl]-4-fluoro-anilino)propanamide